O[C@H]1C([C@H](C1)NC=1C2=C(N(C(N1)=O)C1=C(C=CC=C1)Cl)N=C(C=C2)C(F)(F)F)(C)C 4-{[(cis)-3-hydroxy-2,2-dimethylcyclobutyl]amino}-1-(2-chlorophenyl)-7-(trifluoromethyl)-pyrido[2,3-d]-pyrimidin-2(1H)-one